BrC1=NC=CC(=C1)C1=NNC=C1 bromo-4-(1H-pyrazol-3-yl)pyridine